tert-butyl 2-(7-(5-fluoro-2-(((3S,4R)-3-hydroxytetrahydro-2H-pyran-4-yl)amino)pyrimidin-4-yl)-1-isopropyl-3-methyl-4-oxo-1,4-dihydroquinolin-2-yl)azetidine-1-carboxylate FC=1C(=NC(=NC1)N[C@H]1[C@@H](COCC1)O)C1=CC=C2C(C(=C(N(C2=C1)C(C)C)C1N(CC1)C(=O)OC(C)(C)C)C)=O